N-(4-(3-amino-6-(piperidin-3-yl)-1H-pyrazolo[4,3-c]pyridin-4-yl)benzyl)-5-fluoro-2-methoxybenzamide NC1=NNC2=C1C(=NC(=C2)C2CNCCC2)C2=CC=C(CNC(C1=C(C=CC(=C1)F)OC)=O)C=C2